2,8-diazaspiro[4.5]Decane-2-carboxylic acid (R)-tert-butyl ester C(C)(C)(C)OC(=O)N1CC2(CC1)CCNCC2